N1(CCCC1)CC1=CC(=NC=C1)NC=1SC2=C(N1)C=CC(=C2)C2=CC(=NC=C2)C(F)(F)F N-(4-(pyrrolidin-1-yl-methyl)pyridin-2-yl)-6-(2-(trifluoromethyl)-pyridin-4-yl)benzo[d]-thiazol-2-amine